3-(5-(2-oxohexahydro-1H-thieno[3,4-d]imidazol-4-yl)pentanamido)benzoic acid O=C1NC2C(N1)CSC2CCCCC(=O)NC=2C=C(C(=O)O)C=CC2